C(#N)N1[C@H]2[C@@H](C[C@@H]1CC2)N(C(=O)C=2C=C1C=NN(C1=CC2F)C2=NC(=CC=C2)C)C N-((1R,2R,4S)-7-cyano-7-azabicyclo[2.2.1]heptan-2-yl)-6-fluoro-N-methyl-1-(6-methyl-2-pyridinyl)-1H-indazol-5-carboxamide